[N+](=O)([O-])[Fe]([N+](=O)[O-])([N+](=O)[O-])[N+](=O)[O-] tetra-nitroiron